5-(trifluoromethoxy)-3,4-dihydronaphthalene-1(2H)-one FC(OC1=C2CCCC(C2=CC=C1)=O)(F)F